3-(4-(azidomethyl)phenyl)-2-((tert-butoxycarbonyl)amino)propanoic acid N(=[N+]=[N-])CC1=CC=C(C=C1)CC(C(=O)O)NC(=O)OC(C)(C)C